CCCCCC(/C=C/C(=O)[O-])O The molecule is a hydroxy monounsaturated fatty acid anion arising from the deprotonation of the carboxy group of (2E)-4-hydroxynon-2-enoic acid. It is a conjugate base of a (2E)-4-hydroxynon-2-enoic acid.